1-(4-((3-iodo-1-methyl-1H-pyrazolo[4,3-d]pyrimidin-7-yl)amino)piperidin-1-yl)ethan-1-one IC1=NN(C2=C1N=CN=C2NC2CCN(CC2)C(C)=O)C